9-(4'-chloro-[1,1'-biphenyl]-2-yl)-10,10-dimethyl-9,10-dihydro-anthracene-9-ol ClC1=CC=C(C=C1)C1=C(C=CC=C1)C1(C2=CC=CC=C2C(C=2C=CC=CC12)(C)C)O